CN1N=C2C(=C1)NC(N2C=2C=NC(=CC2)OC2=CC=C(C1=C2C2(CC2)CO1)C)=O 2-methyl-6-[6-(7-methylspiro[2H-benzofuran-3,1'-cyclopropane]-4-yl)oxy-3-pyridyl]-4H-imidazo[4,5-c]pyrazol-5-one